[La+3].[In+3] indium (Iii) lanthanum